C(C)N(CCOC1=CC=C(C=C1)NC=1N=CC2=C(N1)N(C(C(=C2)C2=CC=C(C=C2)OC)=O)C)CC 2-((4-(2-(diethylamino)ethoxy)phenyl)amino)-6-(4-methoxyphenyl)-8-methylpyrido[2,3-d]pyrimidin-7(8H)-one